N-(p-hydroxyphenyl)acrylamide OC1=CC=C(C=C1)NC(C=C)=O